ClC=1C(=C(C=CC1)NC1=C(NC2=C1C(NCC2)=O)C2=C(C=NC=C2)C#CC2(CC2)O)OC 3-[(3-chloro-2-methoxyphenyl)amino]-2-{3-[2-(1-hydroxycyclopropyl)ethynyl]pyridin-4-yl}-1H,5H,6H,7H-pyrrolo[3,2-c]pyridin-4-one